COC1=CC=C(C=C1)C1OCN=C(N1)C1=CC=CC=C1 (4-methoxyphenyl)-4-phenyl-3,6-dihydro-2H-1,3,5-oxadiazine